C(C)(C)(C)C=1C=C(C=C(C1O)C(C)(C)C)CCCOP1OC2=C(C3=C(O1)C(=CC(=C3)C(C)(C)C)C(C)(C)C)C=C(C=C2C(C)(C)C)C(C)(C)C 6-(3-(3,5-di-t-butyl-4-hydroxyphenyl)propoxy)-2,4,8,10-tetrakis-t-butyldibenzo(d,f)(1,3,2)dioxaphosphepine